CC1=CC(=C2C(=N1)OC=N2)C2=CC=C(C=C2)OC(F)(F)F 5-methyl-7-[4-(trifluoromethoxy)phenyl]oxazolo[5,4-b]pyridine